C([O-])([O-])=O R-carbonate